((7aR,8R,10R,10aR)-10-(4-aminopyrrolo[2,1-f][1,2,4]triazin-7-yl)-10-cyano-2,6-dioxooctahydro-2H-furo[3,4-b][1,4]dioxonin-8-yl)methyl ((1-cyanocyclopropyl)methyl) carbonate C(OC[C@H]1O[C@@]([C@@H]2OC(CCCC(O[C@@H]21)=O)=O)(C#N)C2=CC=C1C(=NC=NN12)N)(OCC1(CC1)C#N)=O